C12NCC(C1N1C(=NC=3C(=NC=4C(=C(C(=CC4C31)Cl)C3=CC(=CC1=CC=CC=C31)O)F)N3CC(C3)N(C)C)CN(C)C)C2 4-(1-((endo)-2-azabicyclo[2.1.1]hexan-5-yl)-8-chloro-4-(3-(dimethylamino)azetidin-1-yl)-2-((dimethylamino)methyl)-6-fluoro-1H-imidazo[4,5-c]quinolin-7-yl)naphthalen-2-ol